C(C)(=O)C1=C(C=C(C=C1)Cl)C1=CC(N(C=C1OC)C(C(=O)NC1=CC2=C(OC(C(N2)=O)(C)C)C=C1)CCOC)=O 2-(4-(2-acetyl-5-chlorophenyl)-5-methoxy-2-oxopyridin-1(2H)-yl)-N-(2,2-dimethyl-3-oxo-3,4-dihydro-2H-benzo[b][1,4]oxazin-6-yl)-4-methoxybutyramide